FC1(COC1)CN1C(=NC2=C1C=CC=C2)C2CCN(CC2)C(=O)C2=CC=C1C(=NN(C1=C2)C)C2=CC(=CC=C2)F (4-(1-((3-fluorooxetan-3-yl)methyl)-1H-benzo[d]imidazol-2-yl)piperidin-1-yl)(3-(3-fluorophenyl)-1-methyl-1H-indazol-6-yl)methanone